C(C(C)C)(=O)OC1OCC(C2=C1NC(C=1C=C(C(=CC21)F)F)=O)N(C(=O)C=2NC1=CC(=C(C=C1C2)F)F)C 1-(5,6-difluoro-N-methyl-1H-indole-2-carboxamido)-8,9-difluoro-6-oxo-1,4,5,6-tetrahydro-2H-pyrano[3,4-c]isoquinolin-4-yl isobutyrate